(2S,4r)-1-[(2S)-3,3-dimethyl-2-[4-[(phenylcarbamoylamino)methyl]triazol-1-yl]butyryl]-4-hydroxy-N-methyl-pyrrolidine-2-carboxamide CC([C@@H](C(=O)N1[C@@H](C[C@H](C1)O)C(=O)NC)N1N=NC(=C1)CNC(NC1=CC=CC=C1)=O)(C)C